Cl.N[C@@H](C(=O)NC1CCC(CC1)N1N=C(C=2C1=NC=NC2N)C2=CC=C(C=C2)OC2=CC=CC=C2)C(C)C (R)-2-amino-N-(4-(4-amino-(4-phenoxyphenyl)-1H-pyrazolo[3,4-d]pyrimidin-1-yl)cyclohexyl)-3-methyl-butyramide hydrochloride